NC=1C(=C(C=C(C1)Cl)C(C(=O)O)(F)F)Cl 2-(3-amino-2,5-dichlorophenyl)-2,2-difluoroacetic acid